1-(4-(4-(tert-butoxy)-6-(3,5-dimethylisoxazol-4-yl)quinazolin-2-yl)-1H-pyrazol-1-yl)-2-methylpropan-2-ol C(C)(C)(C)OC1=NC(=NC2=CC=C(C=C12)C=1C(=NOC1C)C)C=1C=NN(C1)CC(C)(O)C